tert-Butyl (S)-(1-amino-3-(6,7-difluoro-2-oxo-1,2-dihydroquinolin-3-yl)-1-oxopropan-2-yl)carbamate NC([C@H](CC=1C(NC2=CC(=C(C=C2C1)F)F)=O)NC(OC(C)(C)C)=O)=O